2-((1s,2s)-1-(2,6-dicyanophenyl)-1-(1-methyl-1H-pyrazol-4-yl)propan-2-yl)-5-hydroxy-N-(isoxazol-4-yl)-1-methyl-6-oxo-1,6-dihydropyrimidine-4-carboxamide C(#N)C1=C(C(=CC=C1)C#N)[C@H]([C@H](C)C=1N(C(C(=C(N1)C(=O)NC=1C=NOC1)O)=O)C)C=1C=NN(C1)C